ClC1=C(NC2=NC(=C3NC=NC3=N2)N)C=CC=C1 2-(2-chloroanilino)-6-aminopurine